1-(3-Cyanophenyl)-N-(4-fluoro-3-(hydroxymethyl)phenyl)-3-(trifluoromethyl)-1H-pyrazole-5-carboxamide C(#N)C=1C=C(C=CC1)N1N=C(C=C1C(=O)NC1=CC(=C(C=C1)F)CO)C(F)(F)F